7-ethyl-3-(6-((3-(4-fluorophenyl)-5-methylisoxazol-4-yl)methoxy)pyridin-3-yl)-6,7-dihydro-[1,2,4]triazolo[4,3-a]pyrazin-8(5H)-one C(C)N1C(C=2N(CC1)C(=NN2)C=2C=NC(=CC2)OCC=2C(=NOC2C)C2=CC=C(C=C2)F)=O